NC(C(=O)[O-])=CCCC aminohex-2-enoate